C(C=C)(=O)N1C[C@H](CCC1)C=1N=C(N2C(=NC=CC21)N)C2=CC=C(C(=O)NC1=NC=CC=C1)C=C2 (S)-4-(1-(1-acryloylpiperidin-3-yl)-5-aminoimidazo[1,5-c]pyrimidin-3-yl)-N-(pyridin-2-yl)benzamide